3-Fluorobenzoic acid [3-(3-ethyl-4-oxo-spiro[6,8-dihydro-5H-pyrazolo[4,3-c]azepin-7,4'-tetrahydropyran]-1-yl)-2,2-dimethyl-propyl] ester C(C)C1=NN(C2=C1C(NCC1(CCOCC1)C2)=O)CC(COC(C2=CC(=CC=C2)F)=O)(C)C